CN1N=CC(=C1)C=1N=C(C=2N(C1)N=CC2)C2C[C@H]1[C@H](CN(C1)C(C=C)=O)C2 1-[(3aS,6aR)-5-[6-(1-methylpyrazol-4-yl)pyrazolo[1,5-a]pyrazin-4-yl]-3,3a,4,5,6,6a-hexahydro-1H-cyclopenta[c]pyrrol-2-yl]prop-2-en-1-one